chloro-N-(2-cyano-6-methoxyphenyl)-2-((4-(piperazin-1-yl)phenyl)amino)pyrimidine-4-carboxamide ClC=1C(=NC(=NC1)NC1=CC=C(C=C1)N1CCNCC1)C(=O)NC1=C(C=CC=C1OC)C#N